C(C)O[Si](CCCN1N=NC2=C1C=CC=C2)(OCC)OCC 1-[3-(Triethoxysilyl)propyl]-1H-benzotriazole